C1=CC=CC=2C3=CC=CC=C3C(C12)COC(NCC(NCOC[C@@H](C(=O)O)C)=O)=O (S)-1-(9H-fluoren-9-yl)-11-methyl-3,6-dioxo-2,9-dioxa-4,7-diazadodecan-12-oic acid